BrC1=C(C=C2C(=NC(=NC2=C1)Cl)N1C[C@H]2CC[C@@H](C1)N2C(=O)OC(C)(C)C)F tert-butyl (1R,5S)-3-(7-bromo-2-chloro-6-fluoroquinazolin-4-yl)-3,8-diazabicyclo[3.2.1]octane-8-carboxylate